N-(3-chloro-5-(trifluoromethyl)phenyl)-2-methyl-3-((6-(4-methylpiperazin-1-yl)imidazo[1,2-b]pyridazin-3-yl)ethynyl)benzamide ClC=1C=C(C=C(C1)C(F)(F)F)NC(C1=C(C(=CC=C1)C#CC1=CN=C2N1N=C(C=C2)N2CCN(CC2)C)C)=O